NC=1C=2N(C=CN1)C(=NC2C2=CC(=C(C=C2)NC(=O)NC=2C(=NN(C2)C(C)(C)C)C2=CC=CC=C2)F)C2CC2 1-(4-(8-amino-3-cyclopropylimidazo[1,5-a]pyrazin-1-yl)-2-fluorophenyl)-3-(1-(tert-butyl)-3-phenyl-1H-pyrazol-4-yl)urea